NC=1N=NC(=CC1N1CCNC(CC1)C)C1=C(C=CC=C1)O 4-(3-amino-6-(2-hydroxyphenyl)pyridazin-4-yl)-7-methyl-1,4-diazepan